N1=C(C=C(C2=CC=CC=C12)C(=O)O)C1=NC2=CC=CC=C2C(=C1)C(=O)O 2,2'-biquinolinyl-4,4'-dicarboxylic acid